2,5-di-chloro-1,4-phenylenediamine ClC1=C(C=C(C(=C1)N)Cl)N